tert-butyl (R)-3-((5-(2-azido-1-methoxypropan-2-yl)-3-chloroisoquinolin-8-yl)oxy)azetidine-1-carboxylate N(=[N+]=[N-])[C@](COC)(C)C1=C2C=C(N=CC2=C(C=C1)OC1CN(C1)C(=O)OC(C)(C)C)Cl